FC=1C=C(C=NC1)OC1=CC=C(C#N)C=C1 4-((5-fluoropyridin-3-yl)oxy)benzonitrile